(2R,4R)-N2-(5-((+)-1-amino-1-(3-cyanophenyl)-3-cyclopropyl-propyl)-2-fluorophenyl)-4-hydroxy-N1-(naphthalen-1-yl)pyrrolidine-1,2-dicarboxamide NC(CCC1CC1)(C1=CC(=CC=C1)C#N)C=1C=CC(=C(C1)NC(=O)[C@@H]1N(C[C@@H](C1)O)C(=O)NC1=CC=CC2=CC=CC=C12)F